4-dimethylamino-2'-hydroxybenzophenone CN(C1=CC=C(C(=O)C2=C(C=CC=C2)O)C=C1)C